N1C(=CC=2C=NC=CC21)CNC(CN2C=NC=C(C2=O)N[C@@H](C)C2=CC1=C(OC3=C1C=CC=C3)C=C2)=O (S)-N-((1H-pyrrolo[3,2-c]pyridine-2-yl)methyl)-2-(5-((1-(dibenzo[b,d]furan-2-yl)ethyl)amino)-6-oxopyrimidin-1(6H)-yl)acetamide